(4-chloropyridin-3-yl)-4-methoxy-2-(methylthio)pyrimidine-5-carboxamide ClC1=C(C=NC=C1)C1=C(C(=NC(=N1)SC)OC)C(=O)N